4(1H)-QUINOLONE N1C=CC(C2=CC=CC=C12)=O